(3S,11aR)-7-((3,5-difluoro-4-((2-(trifluoromethyl)pyrimidin-5-yl)oxy)benzyl)oxy)-3,4-dihydro-1H,9H,11H-3,11a-methanopyrimido[6',1':2,3]imidazo[5,1-c][1,4]oxazin-9-one FC=1C=C(COC2=NC(N3C(N4[C@@]5(CO[C@H](C4)C5)C3)=C2)=O)C=C(C1OC=1C=NC(=NC1)C(F)(F)F)F